Tert-butyl 2-(((tert-butoxycarbonyl)(cyclobutylmethyl)amino)methyl)-6-((4-(5-(dimethylamino)pyridin-3-yl)-1H-1,2,3-triazol-1-yl)methyl)-1H-indole-1-carboxylate C(C)(C)(C)OC(=O)N(CC1CCC1)CC=1N(C2=CC(=CC=C2C1)CN1N=NC(=C1)C=1C=NC=C(C1)N(C)C)C(=O)OC(C)(C)C